N1=NC=C2N1CCCNC2 5,6,7,8-tetrahydro-4H-[1,2,3]triazolo[1,5-a][1,4]diazepine